C(\C=C\C=C\C)(=O)N[C@@H]([C@@H](C)CC)C(=O)OCC Ethyl ((2E,4E)-hexa-2,4-dienoyl)-L-isoleucinate